4-(4-aminophenyl)-2,6-bis(4-aminophenyl)pyridine NC1=CC=C(C=C1)C1=CC(=NC(=C1)C1=CC=C(C=C1)N)C1=CC=C(C=C1)N